FC=1C=C(C2=C(C(=C(O2)[C@H](C(F)(F)F)NC(NC=2C=NC(=NC2)N2[C@H](COCC2)C)=O)C)C1)F 3-[(1R)-1-(5,7-difluoro-3-methyl-1-benzofuran-2-yl)-2,2,2-trifluoroethyl]-1-{2-[(3S)-3-methylmorpholin-4-yl]pyrimidin-5-yl}urea